C(C=C)OC1(C(C=O)C=CC=C1)O o-allyloxysalicylaldehyde